N1C=CC2=CC=C(C=C12)C1=NNC(=C1)\C=C\C1=CC=C(C=C1)N(C)C 3-(1H-indol-6-yl)-5-[(1E)-2-(4-dimethylaminophenyl)ethenyl]-1H-pyrazole